FC1(CCC(CC1)(C(=O)O)NC(=O)C=1C=CC2=C(OC3=C2C=CC(=C3)N3CCN(CC3)C)C1)F 4,4-difluoro-1-(7-(4-methylpiperazin-1-yl)dibenzo[b,d]furan-3-carboxamido)cyclohexane-1-carboxylic acid